tert-Butyl 3-(4-(2-hydroxyethoxy)phenyl)-2,6-dioxopiperidine-1-carboxylate OCCOC1=CC=C(C=C1)C1C(N(C(CC1)=O)C(=O)OC(C)(C)C)=O